C1N(CC12CCNCC2)C=2C=C(C=CC2)C2C(NC(CC2)=O)=O 3-[3-(2,7-diazaspiro[3.5]nonan-2-yl)phenyl]piperidine-2,6-dione